6-(2-fluoro-3-pyridyl)imidazo[1,2-a]pyrimidine FC1=NC=CC=C1C=1C=NC=2N(C1)C=CN2